methyl (Z)-2-azido-3-(5-chloro-2-fluoro-phenyl)prop-2-enoate N(=[N+]=[N-])\C(\C(=O)OC)=C/C1=C(C=CC(=C1)Cl)F